C(C)(C)(C)[C@H]1N(CCCC1N1CCC2=C1N=NC(=C2C)Cl)C(=O)OCC2=C(C=CC(=C2)F)C2=NC(=C(C=C2)Br)C (2-(5-bromo-6-methylpyridin-2-yl)-5-fluorophenyl)methanol tert-butyl-(R)-3-(3-chloro-4-methyl-5,6-dihydro-7H-pyrrolo[2,3-c]pyridazin-7-yl)piperidine-1-carboxylate